OC1=C(OC2=C(C1=O)C(=CC(=C2)O)O)C2=CC1=C(NC(O1)=O)C=C2 6-(3,5,7-trihydroxy-4-oxo-benzopyran-2-yl)-3H-1,3-benzoxazol-2-one